(((S)-15-chloro-7-ethyl-7-hydroxy-8,11-dioxo-7,8,11,13-tetrahydro-10H-[1,3]dioxolo[4,5-g]pyrano[3',4':6,7]indolizino[1,2-b]quinolin-14-yl)methyl)-2-cyclopropyl-2-hydroxyacetamide ClC=1C=2C(=C3C(=NC2C=C2C1OCO2)C2=CC1=C(C(N2C3)=O)COC([C@]1(O)CC)=O)CC(C(=O)N)(O)C1CC1